1-N-(4-(N-acetyl-4-(4-chloro-6-cyanopyrimidin-2-yl)piperazine-1-sulfonimidoyl)phenyl)-2-(N-methylmethylsulfonamido)benzamide C(C)(=O)N=S(=O)(N1CCN(CC1)C1=NC(=CC(=N1)Cl)C#N)C1=CC=C(C=C1)NC(C1=C(C=CC=C1)N(S(=O)(=O)C)C)=O